CN1C(=NC=C1)OC1=CC=C(C#N)C=C1 4-((1-methyl-1H-imidazol-2-yl)oxy)benzonitrile